6-(4-chlorophenyl)-6H-indeno[1,2-c]isoquinoline ClC1=CC=C(C=C1)N1C=C2C=CC=CC2=C2C1=C1C=CC=CC1=C2